(R)-3-cyclohexenecarboxylic acid-(1S,2S)-N,N'-dimethylcyclohexanediamine salt CNC1(CCCCC1)NC.[C@@H]1(CC=CCC1)C(=O)O